8-(6-(tert-butyl)-5-hydroxypyridin-3-yl)-6-oxo-3,4-dihydro-2H,6H-pyrimido[2,1-b][1,3]thiazine-7-carbonitrile C(C)(C)(C)C1=C(C=C(C=N1)C=1N=C2SCCCN2C(C1C#N)=O)O